O1CCCCCCC1 oxocan